6-(3,4-Dimethoxyphenyl)pyrazin-2-thioamide tert-butyl-N-allyl-N-[2-[tert-butyl(dimethyl)silyl]oxy-4-(4,4,5,5-tetramethyl-1,3,2-dioxaborolan-2-yl)pent-4-enyl]carbamate C(C)(C)(C)OC(N(CC(CC(=C)B1OC(C(O1)(C)C)(C)C)O[Si](C)(C)C(C)(C)C)CC=C)=O.COC=1C=C(C=CC1OC)C1=CN=CC(=N1)C(N)=S